ClC1=C(C=2NC(=NS(C2S1)(=O)=O)NC)C1=C(C(=CC=C1)F)Cl 6-chloro-5-(2-chloro-3-fluoro-phenyl)-N-methyl-1,1-dioxo-4H-thieno[3,2-e][1,2,4]thiadiazin-3-amine